CNC1CN(CC1)C=O (3-(methylamino)pyrrolidin-1-yl)methanone